tert-butyl Rac-(3S)-3-methyl-6-[2-[Rac-(3S)-1-methylpyrrolidin-3-Yl]Indazol-5-Yl]-3,4-dihydro-2H-pyridine-1-carboxylate C[C@@H]1CN(C(=CC1)C1=CC2=CN(N=C2C=C1)[C@@H]1CN(CC1)C)C(=O)OC(C)(C)C |r|